C1C2OC3=C(C21)C=C(C=C3)C=3N(C(C2=CC(=CC(=C2C3)C(C)NC3=C(C(=O)O)C=CC=C3)C)=O)C 2-((1-(3-(1a,6b-dihydro-1H-cyclopropa[b]benzofuran-5-yl)-2,7-dimethyl-1-oxo-1,2-dihydroisoquinolin-5-yl)ethyl)amino)benzoic acid